N1=C(C=CC2=CC=CN=C12)C=1C=C2N(CCN(C2=O)[C@@H](CC(=O)OCC)C2=CC(=C(C=C2)OC)F)C1 Ethyl (S)-3-(7-(1,8-naphthyridin-2-yl)-1-oxo-3,4-dihydropyrrolo[1,2-a]pyrazin-2(1H)-yl)-3-(3-fluoro-4-methoxyphenyl)propanoate